NCC1=CC=C(OCC=2N=NN(C2)[C@H](C(=O)N2[C@@H](C[C@H](C2)O)C(=O)NC)C(C)(C)C)C=C1 (2S,4R)-1-[(2S)-2-[4-[[4-(aminomethyl)phenoxy]methyl]triazol-1-yl]-3,3-dimethyl-butanoyl]-4-hydroxy-N-methyl-pyrrolidine-2-carboxamide